sodium trisodium monosulfate S(=O)(=O)([O-])[O-].[Na+].[Na+].[Na+].[Na+]